C(C)[C@]1(C(OCC=2C(N3CC=4C(=NC=5C=C(C(=CC5C4CNC(=O)NCCO)C)F)C3=CC21)=O)=O)O (S)-1-((4-ethyl-8-fluoro-4-hydroxy-9-methyl-3,14-dioxo-3,4,12,14-tetrahydro-1H-pyrano-[3',4':6,7]indolizino[1,2-b]quinolin-11-yl)methyl)-3-(2-hydroxy-ethyl)urea